1-(4-trifluoromethylphenyl)-6,7-dihydro-1H-pyrazolo[3'',4'':4',5']pyrimido[1',2':1,2]pyrido[3,4-b]indol-4(12H)-one FC(C1=CC=C(C=C1)N1N=CC2=C1N=C1N(CCC3=C1NC1=CC=CC=C31)C2=O)(F)F